N-(4-((2-(1,1-difluoroethyl)-6-propan-2-ylpyrimidin-4-yl)amino)-5-methoxypyridin-2-yl)acetamide FC(C)(F)C1=NC(=CC(=N1)NC1=CC(=NC=C1OC)NC(C)=O)C(C)C